CC=1C(NC=CC1C(=O)O)=O 3-Methyl-2-oxo-1,2-dihydropyridine-4-carboxylic acid